N-(6-chloro-1-(3-(3-hydroxyphenyl)prop-2-yn-1-yl)-3-methyl-2,4-dioxo-1,2,3,4-tetrahydropyrimidin-5-yl)-3-(4-methoxyphenyl)propanamide ClC1=C(C(N(C(N1CC#CC1=CC(=CC=C1)O)=O)C)=O)NC(CCC1=CC=C(C=C1)OC)=O